ClC1=C2C(N(C(NC2=C(C=C1)S(=O)(=O)C1=CC=C2C=CN(C2=C1)CCC1CC(C1)(F)F)=O)O)=O 5-chloro-8-((1-(2-(3,3-difluorocyclobutyl)ethyl)-1H-indol-6-yl)sulfonyl)-3-hydroxyquinazoline-2,4(1H,3H)-dione